(2S,4r)-1-[(2S)-3,3-dimethyl-2-[4-(2-quinolinyl)triazol-1-yl]butyryl]-4-hydroxy-N-methyl-pyrrolidine-2-carboxamide CC([C@@H](C(=O)N1[C@@H](C[C@H](C1)O)C(=O)NC)N1N=NC(=C1)C1=NC2=CC=CC=C2C=C1)(C)C